3-((S)-4-amino-6-((R)-3-fluoro-3-methylpyrrolidin-1-yl)pyrido[3,4-d]pyrimidin-8-yl)-2,4-dimethylphenol NC=1C2=C(N=CN1)C(=NC(=C2)N2C[C@](CC2)(C)F)C=2C(=C(C=CC2C)O)C